3-hydroxy-N-(1-(4-methoxyphenyl)-2-oxo-2-((4-(trimethylsilyl)phenyl)amino)ethyl)-N-methyl-1H-1,2,4-triazole-5-carboxamide OC1=NNC(=N1)C(=O)N(C)C(C(NC1=CC=C(C=C1)[Si](C)(C)C)=O)C1=CC=C(C=C1)OC